C(=O)(O)C1=C(C=C(C=C1)C(=O)O)C1=NC=C(C=C1)C1=C(C=CC(=C1)C(=O)O)C(=O)O 2,5-bis(2',5'-dicarboxyphenyl)pyridine